C1(=CC=C(C=C1)C(C)=O)C1=CC=C(C=C1)C(C)=O 1,1'-([1,1'-biphenyl]-4,4'-diyl)diethanone